4-(4-Methoxyphenyl)-4-oxobutyl benzoate C(C1=CC=CC=C1)(=O)OCCCC(=O)C1=CC=C(C=C1)OC